2-[4-(3-methyl-5-pyridin-4-yl-[1,2,4]triazol-1-yl)-phenoxymethyl]-quinoline CC1=NN(C(=N1)C1=CC=NC=C1)C1=CC=C(OCC2=NC3=CC=CC=C3C=C2)C=C1